[4-[3-ethyl-1-(2-methoxyethyl)pyrazol-4-yl]-2,3-difluoro-phenyl]boronic acid C(C)C1=NN(C=C1C1=C(C(=C(C=C1)B(O)O)F)F)CCOC